N1=C(SC2=C1C1=C(C=C2)OCC1)N1C(N[C@H]2[C@@H]1CN(C2)CC#N)=O |r| rac-[(3ar,6as)-1-(7,8-dihydrofuro[3,2-e][1,3]benzothiazol-2-yl)-2-oxohexahydropyrrolo[3,4-d]imidazol-5(1H)-yl]acetonitrile